5-[4-[2-[(2S,6R)-4-[4-(5-amino-1H-indazol-3-yl)-2-pyridinyl]-2,6-dimethyl-piperazin-1-yl]ethyl]piperazin-1-yl]-2-(2,6-dioxo-3-piperidinyl)isoindoline-1,3-dione NC=1C=C2C(=NNC2=CC1)C1=CC(=NC=C1)N1C[C@@H](N([C@@H](C1)C)CCN1CCN(CC1)C=1C=C2C(N(C(C2=CC1)=O)C1C(NC(CC1)=O)=O)=O)C